5-chloro-N2-(2-isopropoxy-5-methyl-4-(1-(oxetan-3-yl)-1,2,3,6-tetrahydropyridin-4-yl)phenyl)-N4-(2-(isopropyl-sulfonyl)phenyl)pyrimidine-2,4-diamine ClC=1C(=NC(=NC1)NC1=C(C=C(C(=C1)C)C=1CCN(CC1)C1COC1)OC(C)C)NC1=C(C=CC=C1)S(=O)(=O)C(C)C